FC=1C=C(C=NC1)C=1SC(=CN1)C1=CC=CC(=N1)C1=NC=CC=N1 [6-[2-(5-fluoro-3-pyridinyl)-5-thiazolyl]-2-pyridinyl]pyrimidine